ClC=1C=C(C=CC1F)C1=CSC=2N=CN(C(C21)=O)CC(=O)N2CC(C2)(CF)F 5-(3-chloro-4-fluorophenyl)-3-{2-[3-fluoro-3-(fluoromethyl)azetidin-1-yl]-2-oxoethyl}-3H,4H-thieno[2,3-d]pyrimidin-4-one